5-[2-(Ethylamino)pyridin-4-yl]-1H-indazol-3-amine C(C)NC1=NC=CC(=C1)C=1C=C2C(=NNC2=CC1)N